O=C1CN(CCN1C1=CC=CC=C1)C1=NC(=NC=C1C(F)(F)F)NC=1C=C(C=CC1)S(=O)(=O)N 3-((4-(3-oxo-4-Phenylpiperazin-1-yl)-5-(trifluoromethyl)pyrimidin-2-yl)amino)benzenesulfonamide